N-(dibenzothiophen-2-yl)-N,N-bis{4-(2-phenyl-benzoxazol-6-yl)-phenyl}-amine C1=C(C=CC=2SC3=C(C21)C=CC=C3)N(C3=CC=C(C=C3)C3=CC2=C(N=C(O2)C2=CC=CC=C2)C=C3)C3=CC=C(C=C3)C3=CC2=C(N=C(O2)C2=CC=CC=C2)C=C3